3,5-bis(4'-carboxyphenyl)-1,2,4-triazole C(=O)(O)C1=CC=C(C=C1)C1=NNC(=N1)C1=CC=C(C=C1)C(=O)O